rac-(1S,3R,5R)-2-fluoro-3-([5-[5-fluoro-2-(methoxymethoxy)-4-(6-methoxypyridazin-4-yl) phenyl] pyrazin-2-yl] (methyl) amino)-1,5-dimethyl-8-azabicyclo[3.2.1]octane-8-carboxylate FC1[C@@]2(CC[C@](C[C@H]1N(C)C1=NC=C(N=C1)C1=C(C=C(C(=C1)F)C1=CN=NC(=C1)OC)OCOC)(N2C(=O)[O-])C)C |r|